4-[4-(diphenylmethyl)piperazin-1-yl]-1-ethyl-3-nitro-1,2-dihydro-1,5-naphthyridin-2-one C1(=CC=CC=C1)C(N1CCN(CC1)C1=C(C(N(C2=CC=CN=C12)CC)=O)[N+](=O)[O-])C1=CC=CC=C1